CC1(CC(OC(=C1)C1=[N+](N2CCCC3=CC=CC1=C23)[O-])=O)C 2-(4,4-Dimethyl-2-oxo-3,4-dihydro-2H-pyran-6-yl)-7,8-dihydro-6H-pyrazolo[4,5,1-ij]quinoline 1-oxide